NC=1N=C(SC1C(C1=CC=CC=C1)=O)N(C1=CC(=C(C=C1)C#N)F)C(C(=O)N)C (N-(4-Amino-5-benzoylthiazol-2-yl)-4-cyano-3-fluoroanilino)propanamid